rac-(R)-(2-(tert-butyl)-4-hydroxy-4,7-dihydro-5H-spiro[benzo[d]thiazol-6,4'-piperidin]-1'-yl)(7-ethoxy-1,3-dimethyl-1H-indazol-5-yl)methanone C(C)(C)(C)C=1SC2=C(N1)[C@@H](CC1(CCN(CC1)C(=O)C=1C=C3C(=NN(C3=C(C1)OCC)C)C)C2)O |r|